tetrahydro-pyran-4-carboxylic acid {8-[5-(4-aminomethyl-phenylamino)-6-methoxy-pyridin-2-yl]-2,3-dihydro-benzo[1,4]dioxin-2-ylmethyl}-amide NCC1=CC=C(C=C1)NC=1C=CC(=NC1OC)C1=CC=CC2=C1OC(CO2)CNC(=O)C2CCOCC2